2,3-dinitrobenzoic acid [N+](=O)([O-])C1=C(C(=O)O)C=CC=C1[N+](=O)[O-]